benzyl (1-(2-(1-(2,5-difluoro-4-nitrophenyl)piperidin-4-yl)ethyl)piperidin-4-yl)carbamate FC1=C(C=C(C(=C1)[N+](=O)[O-])F)N1CCC(CC1)CCN1CCC(CC1)NC(OCC1=CC=CC=C1)=O